2-amino-4-(butylamino)-6-((5-methoxy-1,2,3,4-tetrahydroisoquinolin-7-yl)methyl)pyrimido[4,5-d]pyridazin-5(6H)-one NC=1N=C(C2=C(C=NN(C2=O)CC2=CC(=C3CCNCC3=C2)OC)N1)NCCCC